CNC(=O)C1=CSC=2C1=NC(=CC2C(F)(F)F)N2CCC(CC2)C2N(CCN(C2)CC2CC2)C(=O)O 1-(3-(methylcarbamoyl)-7-(trifluoromethyl)thieno[3,2-b]pyridin-5-yl)piperidin-4-yl-4-(cyclopropylmethyl)piperazine-1-carboxylic acid